N-(2-cyano-3-((3,5-dimethyl-4-oxo-3,4-dihydroquinazolin-6-yl)oxy)-4-fluorophenyl)propane-1-sulfonamide n-Propoxyethyl-acrylate C(CC)OCCOC(C=C)=O.C(#N)C1=C(C=CC(=C1OC=1C(=C2C(N(C=NC2=CC1)C)=O)C)F)NS(=O)(=O)CCC